2,6-dihydroxy-4-(5,7-dihydroxy-4-oxo-4H-chromen-2-yl)phenolate OC1=C(C(=CC(=C1)C=1OC2=CC(=CC(=C2C(C1)=O)O)O)O)[O-]